C(#N)N1[C@H](C[C@@](C1)(C)O)C(=O)N(C1=CC=C(C=C1)S(F)(F)(F)(F)F)C(C(NC1CCOCC1)=O)C1=NC=CN=C1 (2R,4R)-1-cyano-4-hydroxy-4-methyl-N-[2-oxo-1-pyrazin-2-yl-2-(tetrahydropyran-4-ylamino)ethyl]-N-[4-(pentafluoro-λ6-sulfanyl)phenyl]pyrrolidine-2-carboxamide